(4R*)-methyl 4-(2-chloro-3,4-difluorophenyl)-6-((2R,3R,4R,5S)-4-(methoxycarbonyl)cuban-1-yl)-2-(thiazol-2-yl)-1,4-dihydropyrimidine-5-carboxylate ClC1=C(C=CC(=C1F)F)[C@@H]1N=C(NC(=C1C(=O)OC)C12C3C4C5(C3C1C5C24)C(=O)OC)C=2SC=CN2 |o1:9|